C(#N)C=1C=C(C=CC1F)NC(=O)N1CC=2C(=NN3C2C(CC[C@@H](C3)COCC(F)F)(F)F)CC1 |o1:22| (S*)-N-(3-Cyano-4-fluorophenyl)-8-((2,2-difluoroethoxy)methyl)-11,11-difluoro-3,4,8,9,10,11-hexahydro-1H-pyrido[4',3':3,4]pyrazolo[1,5-a]azepine-2(7H)-carboxamide